bis((7-(4-(4-(benzo[b]thiophen-4-yl)piperazin-1-yl)butoxy)-2-oxoquinolin-1(2H)-yl)methyl) icosanedioate C(CCCCCCCCCCCCCCCCCCC(=O)OCN1C(C=CC2=CC=C(C=C12)OCCCCN1CCN(CC1)C1=CC=CC=2SC=CC21)=O)(=O)OCN2C(C=CC1=CC=C(C=C21)OCCCCN2CCN(CC2)C2=CC=CC=1SC=CC12)=O